C[C@@]12[C@H](CC[C@H]1[C@@H]1C[C@@H](C3C[C@H](CC[C@]3(C)[C@H]1CC2)O)O)O Androstane-3β,6α,17β-triol